isobutyl 2-(formyloxy)benzoate C(=O)OC1=C(C(=O)OCC(C)C)C=CC=C1